(2-oxo-1-phenyl-2-(4-(3-(trifluoromethyl)phenyl)piperidin-1-yl)ethyl)pyrrolidine-2,5-dione O=C(C(C1=CC=CC=C1)N1C(CCC1=O)=O)N1CCC(CC1)C1=CC(=CC=C1)C(F)(F)F